C1=C(C=CC=2CCCCC12)NC([O-])=O (5,6,7,8-tetrahydronaphthalen-2-yl)carbamate